5-Amino-3-[2-[4-[2-fluoro-4-(2-methoxyethoxy)phenyl]piperazin-1-yl]ethyl]-1-methyl-8-pyrazin-2-yl-[1,2,4]triazolo[5,1-f]purin-2-one NN1C=NC(=C2N3C(N=C12)N(C(N3C)=O)CCN3CCN(CC3)C3=C(C=C(C=C3)OCCOC)F)C3=NC=CN=C3